dicyclohexyl-(2,6-dimethoxyphenyl)phosphine dimethyl-(R)-1-(1-((tert-butoxycarbonyl)amino)propan-2-yl)-1H-pyrazole-3,5-dicarboxylate COC(=O)C1=NN(C(=C1)C(=O)OC)[C@@H](CNC(=O)OC(C)(C)C)C.C1(CCCCC1)P(C1=C(C=CC=C1OC)OC)C1CCCCC1